1,5-difluorononane FCCCCC(CCCC)F